2-(trityl)ethylamine C(C1=CC=CC=C1)(C1=CC=CC=C1)(C1=CC=CC=C1)CCN